N-((1S)-2,2-dicyclopropyl-1-(6-((5,5-difluoro-2-oxopiperidin-3-yl)methyl)imidazo[1,2-b]pyridazin-2-yl)ethyl)-1-ethyl-1H-pyrazole-5-carboxamide C1(CC1)C([C@@H](C=1N=C2N(N=C(C=C2)CC2C(NCC(C2)(F)F)=O)C1)NC(=O)C1=CC=NN1CC)C1CC1